Methyl 2-(4-amino-2-bromophenyl)acetate NC1=CC(=C(C=C1)CC(=O)OC)Br